phenylpropynyl (4-methyl)phenyl ether CC1=CC=C(C=C1)OC#CCC1=CC=CC=C1